ClC1=CC=C(S1)CN(C1=C(C(=NN1C(=O)C1=COC(=C1)C)C1C(CN(C1)CC(=O)N1CCOCC1)=O)OC)C 4-(5-{[(5-Chlorothiophen-2-yl)methyl](methyl)amino}-4-methoxy-1-(5-methylfuran-3-carbonyl)-1H-pyrazol-3-yl)-1-[2-(morpholin-4-yl)-2-oxoethyl]pyrrolidin-3-on